N1(CCCCC1)C1=CC=C(NC2=CC3=C(N=C(S3)NC(=O)C3C(C4C=CC3C4)C(=O)O)C=C2)C=C1 3-[[6-[4-(1-piperidyl)anilino]-1,3-benzothiazol-2-yl]carbamoyl]bicyclo[2.2.1]hept-5-ene-2-carboxylic acid